1-(3-bromo-4-(piperazin-1-yl)benzyl)-3-(4-(2-(4-bromophenyl)propan-2-yl)thiazol-2-yl)urea BrC=1C=C(CNC(=O)NC=2SC=C(N2)C(C)(C)C2=CC=C(C=C2)Br)C=CC1N1CCNCC1